Cl.COC1=C(C=C(CCN(CCC)CCC)C=C1)OCCC1=CC=CC=C1 4-methoxy-3-(2-phenylethoxy)-N,N-dipropylphenethylamine hydrochloride